5-(5-(4-(1,3-dioxolan-2-yl)naphthalen-1-yl)-1,2,4-oxadiazol-3-yl)-2-isopropoxy-benzonitrile O1C(OCC1)C1=CC=C(C2=CC=CC=C12)C1=NC(=NO1)C=1C=CC(=C(C#N)C1)OC(C)C